NC1(CC(C1)NC=1N=CC2=C(N1)C(=NC(=C2)C#N)NC(C)C)C 2-(((1r,3r)-3-amino-3-methylcyclobutyl)amino)-8-(isopropylamino)pyrido[3,4-d]pyrimidine-6-carbonitrile